tungsten mono(catechol) tetrachloride [Cl-].[Cl-].[Cl-].[Cl-].C=1(O)C(O)=CC=CC1.[W+4]